(1S,3R,4S,5R)-3-((5-chloro-4-(4-fluoro-2-((1r,3R)-3-fluorocyclobutyl)-1-isopropyl-1H-benzo[d]imidazol-6-yl)pyrimidin-2-yl)amino)-6,8-dioxabicyclo[3.2.1]octan-4-ol ClC=1C(=NC(=NC1)N[C@@H]1C[C@H]2CO[C@@H]([C@H]1O)O2)C=2C=C(C1=C(N(C(=N1)C1CC(C1)F)C(C)C)C2)F